CCCCCCCCCCCCCCCCCCCCCC docosane